Cl.NOCC(=O)N1CCN(CC1)C1=NC=C(C=N1)C(F)(F)F 2-(aminooxy)-1-(4-(5-(trifluoromethyl)pyrimidin-2-yl)hexahydropyrazin-1-yl)ethanone Hydrochloride